OC(O)[SiH2]CCCC#N 4-(dihydroxymethylsilyl)butyronitrile